3-(4-chlorothieno[2,3-b]pyridin-2-yl)-2,2-dimethyl-2,5-dihydro-1H-pyrrole-1-carboxylic acid tert-butyl ester C(C)(C)(C)OC(=O)N1C(C(=CC1)C1=CC=2C(=NC=CC2Cl)S1)(C)C